4-[1-(3,5-difluoro-phenyl)-1H-[1,2,3]-triazol-4-yl]-phenol FC=1C=C(C=C(C1)F)N1N=NC(=C1)C1=CC=C(C=C1)O